F[C@@H]1CC=2N(C=NC2CC(=O)NC=2SC=CN2)C1 2-((R)-6-fluoro-6,7-dihydro-5H-pyrrolo[1,2-c]Imidazol-1-yl)-N-(thiazole-2-Yl)acetamide